N-{3-bromo-4-[(2-chloro-5-fluorophenyl)(hydroxy)methyl]-2-methoxy-5-nitrophenyl}-2,2,2-trifluoroacetamide BrC=1C(=C(C=C(C1C(O)C1=C(C=CC(=C1)F)Cl)[N+](=O)[O-])NC(C(F)(F)F)=O)OC